3-(4-(benzo[d]thiazol-5-ylamino)thieno[2,3-b]pyridin-2-yl)-2-methyl-azepan-1-carboxylic acid tert-butyl ester C(C)(C)(C)OC(=O)N1C(C(CCCC1)C1=CC=2C(=NC=CC2NC=2C=CC3=C(N=CS3)C2)S1)C